(7S)-4,7,8-trimethyl-2-((trans-3-(3,4-difluorophenoxy)cyclobutyl)amino)-7,8-dihydropteridin-6(5H)-one CC1=NC(=NC=2N([C@H](C(NC12)=O)C)C)N[C@@H]1C[C@H](C1)OC1=CC(=C(C=C1)F)F